3-benzyl-2-butyl-3,4-dihydroisoquinoline C(C1=CC=CC=C1)C1N(CC2=CC=CC=C2C1)CCCC